(3AR,7aR)-6-methyl-octahydro-1H-pyrrolo[2,3-c]pyridine CN1C[C@H]2[C@@H](CC1)CCN2